NC1=CC(=NC2=CC(=CC(=C12)Cl)Cl)C(=O)O (4-amino)-5,7-dichloro-2-carboxy-quinoline